{4-[6-(2-hydroxy-5-nitrobenzoyl)pyrazolo[1,5-a]pyrimidin-2-yl]phenyl}methanone OC1=C(C(=O)C=2C=NC=3N(C2)N=C(C3)C3=CC=C(C=C3)C=O)C=C(C=C1)[N+](=O)[O-]